C1=C(C=CC=2SC3=C(C21)C=CC=C3)CC(C(=O)N3[C@H](CCCC3)C(=O)O)CS (2R)-1-(3-(dibenzo[b,d]thiophen-2-yl)-2-(mercaptomethyl)propionyl)piperidine-2-carboxylic acid